1,2-Heptanediamine C(C(CCCCC)N)N